(R)-6-amino-4-((tetrahydrofuran-3-yl)amino)nicotinonitrile NC1=NC=C(C#N)C(=C1)N[C@H]1COCC1